5-methyl-1,2,5-oxathiaphospholane-2,2,5-trioxide CP1(CCS(O1)(=O)=O)=O